ClC1=C2C(=C(N=C1Cl)C1=NC=CC=C1OC)C=1CN(CCC1N2)C(CO)=O 1-(6,7-dichloro-9-(3-methoxypyridin-2-yl)-1,3,4,5-tetrahydro-2H-pyrrolo[3,2-c:4,5-c']dipyridin-2-yl)-2-hydroxyethan-1-one